1-(7-(4-(4-(tetrahydro-2H-pyran-4-yl)-7H-pyrrolo[2,3-d]pyrimidin-6-yl)phenethyl)-2,7-diazaspiro[3.5]non-2-yl)prop-2-en-1-one O1CCC(CC1)C=1C2=C(N=CN1)NC(=C2)C2=CC=C(CCN1CCC3(CN(C3)C(C=C)=O)CC1)C=C2